C1(CCC1)C(C(=O)[O-])(CCCCCCCCCCCCCC)CI.[I-].C1(CCC1)C([N+]1(CCC=C(C1)C1=NSN=C1OCCCCCC)C)OC(CCCCCCCCCCCCCCC)=O.C1(CCC1)C(OC(CCCCCCCCCCCCCCC)=O)[N+]1(CCC=C(C1)C1=NSN=C1OCCCCCC)C 1-(cyclobutyl(palmitoyloxy)methyl)-5-(4-(hexyloxy)-1,2,5-thiadiazol-3-yl)-1-methyl-1,2,3,6-tetrahydropyridin-1-ium iodide Cyclobutyliodomethyl-palmitate